1-Cyclopropyl-6-fluoro-7-(3-(4-((3-hydroxy-4-(methoxycarbonyl)phenyl)amino)-N-methyl-4-oxobutanamido)piperidin-1-yl)-8-methoxy-4-oxo-1,4-dihydroquinoline-3-carboxylic acid C1(CC1)N1C=C(C(C2=CC(=C(C(=C12)OC)N1CC(CCC1)N(C(CCC(=O)NC1=CC(=C(C=C1)C(=O)OC)O)=O)C)F)=O)C(=O)O